CCC(C)(C)[O-].[Cs+] cesium t-pentoxide